Cl.CC=1C=CC(=NC1OCC(F)(F)F)CN (5-methyl-6-(2,2,2-trifluoroethoxy)pyridin-2-yl)methylamine hydrochloride